O[C@H](CC)C1=CC(=C(C=N1)C=1C=NC2=CC(=NC=C2C1)C1(CC1)C(=O)N)C (3-{6-[(1R)-1-hydroxypropyl]-4-methylpyridin-3-yl}-1,6-naphthyridin-7-yl)cyclopropanecarboxamide